trihexanediol diacrylate C(C=C)(=O)O.C(C=C)(=O)O.C(CCCCC)(O)O.C(CCCCC)(O)O.C(CCCCC)(O)O